ClC1=C(C=CC=C1)[C@H](C(F)(F)F)NC1=CC(=C(C(=O)N[C@H](C)\C=C\S(=O)(=O)C)C=C1F)F 4-(((R)-1-(2-chlorophenyl)-2,2,2-trifluoroethyl)amino)-2,5-difluoro-N-((R,E)-4-(methylsulfonyl)but-3-en-2-yl)benzamide